Cl.FC(C1=CC(=C(C=C1)C=1CCCC2=C(C1C1=CC=C(C=C1)CC1CN(C1)CCCF)C=CC(=C2)C(=O)O)F)F 8-(4-(difluoromethyl)-2-fluorophenyl)-9-(4-((1-(3-fluoropropyl)azetidin-3-yl)methyl)phenyl)-6,7-dihydro-5H-benzo[7]annulene-3-carboxylic acid hydrochloride